di-tert-butyl-(2R,4R)-4-((6-bromo-3-fluoro-4-(2-fluoropropan-2-yl) pyridin-2-yl) methyl)-2-methylpiperidine-1,4-dicarboxylate C(C)(C)(C)OC(=O)N1[C@@H](C[C@@](CC1)(C(=O)OC(C)(C)C)CC1=NC(=CC(=C1F)C(C)(C)F)Br)C